COC1=C(C=CC=C1)CC1=C(C=CC=C1)[N+](=O)[O-] 1-Methoxy-2-(2-nitrobenzyl)benzene